FC(C1=C(C=CC=C1)C1=C(C=C(C(=C1)C(F)(F)F)C1=C(C=CC=C1)C(F)(F)F)C(F)(F)F)(F)F 2,2',2'',5'-tetrakis(trifluoromethyl)-[1,1':4',1''-terphenyl]